P(=O)(O)(O)OC[C@@H]1[C@H]([C@H]([C@@H](O1)N1CN=C2C(N)(N=CN=C12)C)O)O 6-methyl-adenosine 5'-monophosphate